COC1=CC=C(CN2C(N(CCC2=O)C2=CN=C3N2C=CC(=C3)C=3CCN(CC3)C(=O)OC(C)(C)C)=O)C=C1 tert-Butyl 4-(3-(3-(4-methoxybenzyl)-2,4-dioxotetrahydropyrimidin-1(2H)-yl)imidazo[1,2-a]pyridin-7-yl)-3,6-dihydropyridine-1(2H)-carboxylate